FC=1C(=NC(=C(C(=O)OC(C)C)C1)O[C@H](C(F)(F)F)C)N1N=C(N(C1=O)CC=O)CF isopropyl (S)-5-fluoro-6-(3-(fluoromethyl)-5-oxo-4-(2-oxoethyl)-4,5-dihydro-1H-1,2,4-triazol-1-yl)-2-((1,1,1-trifluoropropan-2-yl)oxy)nicotinate